N-(1-cyclobutyl-3-(3,3-difluorocyclobutyl)-4-methyl-1H-pyrazol-5-yl)-2-(3,3-difluorocyclobutyl)acetamide C1(CCC1)N1N=C(C(=C1NC(CC1CC(C1)(F)F)=O)C)C1CC(C1)(F)F